4-(5-methyl-(trifluorometH-yl)-1H-pyrazol-1-yl)benzoic acid CC1=CC(=NN1C1=CC=C(C(=O)O)C=C1)C(F)(F)F